C(C)(C)ONC(=O)C1=CC(=CC=2N1N=CC2)C N-isopropoxy-5-methylpyrazolo[1,5-a]pyridine-7-carboxamide